2-(Aminomethyl)-N-(1-(3-bromophenyl)cyclopropyl)-5-methyl-1H-indole-6-carboxamide NCC=1NC2=CC(=C(C=C2C1)C)C(=O)NC1(CC1)C1=CC(=CC=C1)Br